C12(CCCC2C1)NC(OCC1=CC=CC=C1)=O benzyl bicyclo[3.1.0]hexan-1-ylcarbamate